BrC=1C=CC2=C(C3=C(O2)C=CC(=C3)S(=O)(=O)Cl)C1 8-bromo-dibenzo[b,d]Furan-2-sulfonyl chloride